(S)-4-benzyl-3-((S)-2-(3-bromo-2-fluorophenyl)propanoyl-3,3,3-d3)oxazolidin-2-one C(C1=CC=CC=C1)[C@@H]1N(C(OC1)=O)C([C@@H](C([2H])([2H])[2H])C1=C(C(=CC=C1)Br)F)=O